1-ethyl-N-((3-(7-(((3S,4R)-3-fluoropiperidin-4-yl)amino)-3-(2,2,2-trifluoroethyl)benzo[b]thiophen-2-yl)-1,2,4-oxadiazol-5-yl)methyl)-1H-pyrazole-4-carboxamide C(C)N1N=CC(=C1)C(=O)NCC1=NC(=NO1)C1=C(C2=C(S1)C(=CC=C2)N[C@H]2[C@H](CNCC2)F)CC(F)(F)F